1-(tert-butyl) 2-ethyl 3-(((dimethylamino)methylene)amino)-5-iodo-1H-indole-1,2-dicarboxylate CN(C)C=NC1=C(N(C2=CC=C(C=C12)I)C(=O)OC(C)(C)C)C(=O)OCC